ClC1=C(C=CC(=C1)Cl)[C@@H](C)OC1=CC(=NC=C1CC)N1CC(C1)N1CCCCC1 1-(4-[(1R)-1-(2,4-dichlorophenyl)ethoxy]-5-ethylpyridin-2-ylazetidin-3-yl)piperidin